C(CC)OCCC(=O)N(CC)CC 3-n-propoxy-N,N-diethylpropionamide